O1C(=CC=C1)C1=NN2C(=NC(=CC2=N1)N(C)CCN1CCN(CC1)C1=CC=C(C=C1)OCCOC)N 2-(furan-2-yl)-N7-(2-(4-(4-(2-methoxyethoxy)phenyl)piperazin-1-yl)ethyl)-N7-methyl-[1,2,4]triazolo[1,5-c]pyrimidine-5,7-diamine